C(C=C)(=O)OCC[Si](OC)(OC)C acryloyloxyethyl-methyldimethoxysilane